(S)-1,1-difluoro-N-(2-(1-(4-fluorophenyl)ethoxy)-4-(4,4,5,5-tetramethyl-1,3,2-dioxaborolan-2-yl)phenyl)methanesulfonamide FC(S(=O)(=O)NC1=C(C=C(C=C1)B1OC(C(O1)(C)C)(C)C)O[C@@H](C)C1=CC=C(C=C1)F)F